C(C1=CC=CC=C1)NC1=CC(=NC=2N1N=CC2C2CC2)NC[C@@H]2[C@H](CNCC2)O (3R,4R)-4-(((7-(benzylamino)-3-cyclopropylpyrazolo[1,5-a]pyrimidin-5-yl)amino)methyl)piperidin-3-ol